hexynyl pyruvate C(C(=O)C)(=O)OC#CCCCC